CC1=CC=C(C=C1)S(=O)(=O)OCC(C)C1=CC(=C(C=C1)CN1C(N(CCC1)C1=CC(=C(C=C1)OC)OCCCCC)=O)OC 2-(3-methoxy-4-((3-(4-methoxy-3-(pentyloxy)phenyl)-2-oxotetrahydropyrimidin-1(2H)-yl)methyl)phenyl)propyl 4-methylbenzenesulfonate